N-Feruloylcadaverine C(\C=C\C1=CC(OC)=C(O)C=C1)(=O)NCCCCCN